NC=1C2=C(N=CN1)N(C=C2C2=CC=C(C=1N2C=C(N1)C(F)(F)F)NC(=O)NC1=NOC(=C1)C1(CC1)C(F)(F)F)C1CC1 1-(5-(4-AMINO-7-CYCLOPROPYL-7H-PYRROLO[2,3-D]PYRIMIDIN-5-YL)-2-(TRIFLUOROMETHYL)IMIDAZO[1,2-A]PYRIDIN-8-YL)-3-(5-(1-(TRIFLUOROMETHYL)CYCLOPROPYL)ISOXAZOL-3-YL)UREA